BrC1C(C(CC1)C(=O)OCC)=O ethyl 3-bromo-2-oxo-cyclopentanecarboxylate